FC1(OC2=C(O1)C=C(C(=C2)C(=O)NC2=CC(=C(C=C2)F)C(F)(F)F)NC(C2=C(C=CC(=C2)C2=NOC1(CN(C1)C(CO)=O)C2)OC)=O)F 2,2-difluoro-N-(4-fluoro-3-(trifluoromethyl)phenyl)-6-(5-(2-(2-hydroxyacetyl)-5-oxa-2,6-diazaspiro[3.4]oct-6-en-7-yl)-2-methoxybenzamido)benzo[d][1,3]dioxole-5-carboxamide